methyl (E)-4-(benzyl(methyl)amino)but-2-enoate C(C1=CC=CC=C1)N(C/C=C/C(=O)OC)C